(R)-2-(bis(4-methoxybenzyl)amino)-4-(hexan-3-ylamino)pyridin COC1=CC=C(CN(C2=NC=CC(=C2)N[C@H](CC)CCC)CC2=CC=C(C=C2)OC)C=C1